FC1=C(C=CC(=C1F)OC1=NC=CC=C1C1=NC(=NC=C1)N[C@@H]1CNCCC1)N1C(C(CC1)CC)=O 1-(2,3-difluoro-4-((3-(2-(((S)-piperidin-3-yl)amino)pyrimidin-4-yl)pyridin-2-yl)oxy)phenyl)-3-ethylpyrrolidin-2-one